2,5-dihydro-1H-pyrrole-1-carboxamide N1(CC=CC1)C(=O)N